COCCN1C(C=2C=C(C(=NC2C=C1)C)C(=O)O)=O 6-(2-methoxyethyl)-2-methyl-5-oxo-5,6-dihydro-1,6-naphthyridine-3-carboxylic acid